dimethyl (naphthylmethylene)malonate C1(=CC=CC2=CC=CC=C12)C=C(C(=O)OC)C(=O)OC